(5aR,5bS,7aS,8S,10aS,10bR)-2-acetamido-5a,7a-dimethyl-5,5a,5b,6,7,7a,8,9,10,10a,10b,11-dodecahydro-4H-cyclopenta[7,8]phenanthro[2,1-d]thiazol-8-yl acetate C(C)(=O)O[C@H]1CC[C@@H]2[C@@]1(CC[C@@H]1[C@]3(CCC=4N=C(SC4C3=CC[C@@H]21)NC(C)=O)C)C